2-(1-(2,5-Difluorophenyl)but-3-yn-1-yl)isoindolin-1-one FC1=C(C=C(C=C1)F)C(CC#C)N1C(C2=CC=CC=C2C1)=O